CC1=CN=CN1CN1C(CC(C1)CCC)=O 1-[(5-methyl-1H-imidazol-1-yl)methyl]-4-propylpyrrolidin-2-one